7-((5-((1S,4S)-2-oxa-5-azabicyclo[2.2.1]hept-5-yl)pyridin-2-yl)amino)-4-(1-methyl-1H-pyrrolo[2,3-b]pyridin-4-yl)-2,3-dihydro-1H-pyrrolo[3,4-c]pyridin-1-one [C@@H]12OC[C@@H](N(C1)C=1C=CC(=NC1)NC=1C3=C(C(=NC1)C1=C4C(=NC=C1)N(C=C4)C)CNC3=O)C2